P(OC1=C(C=CC=C1)C)(OC1=C(C=CC=C1)C)OC1=C(C=CC=C1)C tri(methylphenyl) phosphite